N1(CCOCC1)C(C=O)C (morpholin-4-yl)propanal